C(C)(C)(C)C1=CC=C(CSC=2C(=NC(=CC2)Cl)C(=O)NN)C=C1 3-((4-(tert-butyl)benzyl)thio)-6-chloropyridineformylhydrazine